FC1(C(NC2=CC=C(C=C12)NC(=O)C1=COC2=C1C=CC=C2)=O)F N-(3,3-difluoro-2-oxo-indolin-5-yl)benzofuran-3-carboxamide